CN(CCN(C1=C(C=C(C(=C1)OC)NC1=NC=CC(=N1)N1C(N2CCCC3=CC=CC1=C23)=O)NC(C=C)=O)C)C N-(2-((2-(dimethylamino)ethyl)(methyl)amino)-4-methoxy-5-((4-(2-oxo-5,6-dihydro-4H-imidazo[4,5,1-ij]quinolin-1(2H)-yl)pyrimidin-2-yl)amino)phenyl)acrylamide